tert-butyl 6-(amino methyl)-8-(4-(trifluoromethyl) phenyl)-3,4-dihydroisoquinoline-2(1H)-carboxylate NCC=1C=C2CCN(CC2=C(C1)C1=CC=C(C=C1)C(F)(F)F)C(=O)OC(C)(C)C